C1CCN2C1C1=CC=CC=C1C2 2,3,5,9b-tetrahydro-1H-pyrrolo[2,1-a]isoindole